CC1=C2C=CN=C(C2=CC=C1)C(C)(C)NC(C[C@H]1N(CCCC1)C)=O (S)-N-(2-(5-methylisoquinolin-1-yl)propan-2-yl)-2-(1-methylpiperidin-2-yl)acetamide